C1(CC1)S(=O)(=O)N1N=CC(=C1)C1=NC=CC(=N1)C1(NC=C(C(=C1)NC1CCC(CC1)NCCN(C)C)C1=NN(C=C1)C(F)F)N 2-(2-(1-(cyclopropylsulfonyl)-1H-pyrazol-4-yl)pyrimidin-4-yl)-5-(1-(difluoromethyl)-1H-pyrazol-3-yl)-N4-(4-((2-(dimethylamino)ethyl)amino)cyclohexyl)pyridine-2,4-diamine